C(CC=CCCCO)O 3-heptene-1,7-diol